benzyl(trifluoro)boranuide potassium [K+].C(C1=CC=CC=C1)[B-](F)(F)F